benzyl (2S,3R,4S)-2-[(2,3'-difluoro[1,1'-biphenyl]-3-yl)methyl]-3-[(ethanesulfonyl)amino]-4-fluoropyrrolidine-1-carboxylate FC1=C(C=CC=C1C[C@@H]1N(C[C@@H]([C@@H]1NS(=O)(=O)CC)F)C(=O)OCC1=CC=CC=C1)C1=CC(=CC=C1)F